methyl (S)-6-amino-2-((1-(tert-butoxycarbonyl) pyrrolidin-3-yl) oxy)-4-chloronicotinate NC1=NC(=C(C(=O)OC)C(=C1)Cl)O[C@@H]1CN(CC1)C(=O)OC(C)(C)C